6-fluoro-2-(hydroxymethyl)hexahydro-3H-pyrrolizin-3-one FC1CN2C(C(CC2C1)CO)=O